(E)-5-(3,5-difluorobenzyl)-3-(2-methylstyryl)-1H-indazole FC=1C=C(CC=2C=C3C(=NNC3=CC2)\C=C\C2=C(C=CC=C2)C)C=C(C1)F